C(CCCCCCC\C=C/CCCCCCCC)N(CCN1CCN(CC1)CCN(CCN(CCCCCCCC\C=C/CCCCCCCC)CCCCCCCC\C=C/CCCCCCCC)CCCCCCCC\C=C/CCCCCCCC)CCCCCCCC\C=C/CCCCCCCC N1-(2-(4-(2-(Di((Z)-octadec-9-en-1-yl)amino)ethyl)piperazin-1-yl)ethyl)-N1,N2,N2-tri((Z)-octadec-9-en-1-yl)ethane-1,2-diamine